1-[(2R,6R)-6-[[bis(4-methoxyphenyl)-phenyl-methoxy]methyl]-4-cyclohexyl-6-(hydroxymethyl)morpholin-2-yl]-5-methyl-pyrimidine-2,4-dione COC1=CC=C(C=C1)C(OC[C@]1(O[C@H](CN(C1)C1CCCCC1)N1C(NC(C(=C1)C)=O)=O)CO)(C1=CC=CC=C1)C1=CC=C(C=C1)OC